C(#C)C1(CCC=2C1=NC=CC2)O 7-ethynyl-6,7-dihydro-5H-cyclopenta[b]Pyridin-7-ol